(3R,4R,5S)-5-{[(tert-butoxy)carbonyl]amino}-4-acetamido-3-(pent-3-yloxy)cyclohex-1-en-1-carboxylic acid C(C)(C)(C)OC(=O)N[C@@H]1[C@H]([C@@H](C=C(C1)C(=O)O)OC(CC)CC)NC(C)=O